6-fluoro-7-(6-(1-(1-(4-fluorophenyl)propyl)-1H-pyrazol-4-yl)pyrazin-2-yl)-8-methyl-[1,2,4]triazolo[1,5-a]pyridin-2-amine FC=1C(=C(C=2N(C1)N=C(N2)N)C)C2=NC(=CN=C2)C=2C=NN(C2)C(CC)C2=CC=C(C=C2)F